Natrium (S)-3-(3-(1H-Pyrrol-3-yl)phenyl)-3-(3-(1-methyl-4-oxido-2-oxo-1,2-dihydropyridin-3-yl)ureido)propanoat N1C=C(C=C1)C=1C=C(C=CC1)[C@H](CC(=O)[O-])NC(=O)NC=1C(N(C=CC1[O-])C)=O.[Na+].[Na+]